C(C)(C)(C)NS(=O)(=O)C=1C=C(C=CC1)NC(C1=C(C=C(C=C1)C=1N(C=CN1)C)N1CCC2(CC2)CC1)=O N-(3-(N-(tert-butyl)sulfamoyl)phenyl)-4-(1-methyl-1H-imidazol-2-yl)-2-(6-azaspiro[2.5]octan-6-yl)benzamide